C(CCCCCCCCCCCCCCC)(=O)OCC(OC(CCCCCCC\C=C/CCCCCCCC)=O)CO 1-Palmitoyl-2-oleoylglycerol